(5aR,5bS,7aR,10aS,10bS)-5a,7a-dimethyl-8-(6-methylheptan-2-yl)-N-phenyl-5,5a,5b,6,7,7a,8,9,10,10a,10b,11-dodecahydro-4H-cyclopenta[7,8]phenanthro[2,1-d]thiazol-2-amine C[C@@]12CCC=3N=C(SC3C2=CC[C@H]2[C@H]3[C@](CC[C@H]12)(C(CC3)C(C)CCCC(C)C)C)NC3=CC=CC=C3